C[Si](CCOCC1=NNC2=CC(=CC=C12)N)(C)C [2-(trimethylsilyl)ethoxy]methylindazol-6-amine